neodymium nickel oxomethane O=C.[Ni].[Nd]